CC1CNCC(C1O)C racemic-3,5-dimethyl-4-piperidinol